C(#N)C=1C=CC(=C2C=CC=NC12)N1C[C@H](CC(C1)(F)F)NC(CN(C)C)=O N-[(S)-1-(8-cyano-quinolin-5-yl)-5,5-difluoro-piperidin-3-yl]-2-dimethylamino-acetamide